N-(1-(3,3-difluorocyclobutyl)-6-(2-hydroxypropan-2-yl)-1H-benzo[d]imidazol-2-yl)-3,3-dimethylbutanamide FC1(CC(C1)N1C(=NC2=C1C=C(C=C2)C(C)(C)O)NC(CC(C)(C)C)=O)F